OCC(C)(C)N1N=C(C2=C1CNCC2)S(=O)(=O)N(CC2=CC=C(C=C2)OC)CC2=CC=C(C=C2)OC 1-(1-hydroxy-2-methylpropan-2-yl)-N,N-bis(4-methoxybenzyl)-4,5,6,7-tetrahydro-1H-pyrazolo[3,4-c]pyridine-3-sulfonamide